C(=O)(O)C=1C=C(C=C(C1)C(=O)O)P(C)(C)=O 3,5-Dicarboxyphenyl-dimethyl-phosphin oxid